butanoyl-lysergic acid diethylamide C(C)N(C(=O)[C@]1(CN(C)[C@@H]2CC3=CNC4=CC=CC(C2=C1)=C34)C(CCC)=O)CC